N1=C(C=CC=C1)SSCCC(=O)NCCCCCC(=O)O.BrC=1C=C2C(=CC(=NC2=CC1)C(=O)NC1CCN(CC1)C)Cl 6-bromo-4-chloro-N-(1-methylpiperidin-4-yl)quinoline-2-carboxamide 6-(3-(2-pyridyldithio)propionamido)hexanoate